N1C(CCCC1)=O.[Na] sodium piperidone